O=C1NC(CCC1C1=CC(=C(C=C1)N1CCC(CC1)CN1CCC2(CC2CNC(C2=CC(=CC=C2)OC)=O)CC1)F)=O N-((6-((1-(4-(2,6-dioxopiperidin-3-yl)-2-fluorophenyl)piperidin-4-yl)methyl)-6-azaspiro[2.5]oct-1-yl)methyl)-3-methoxybenzamide